ClC=1C=C2C(=NC(=NC2=C(C1C1=C2C(=NNC2=CC=C1C)C)F)OC[C@@H]1N(CCOC1)C)N1C[C@H](N(C[C@@H]1C)C(C=C)=O)C 1-((2R,5S)-4-(6-chloro-7-(3,5-dimethyl-1H-indazol-4-yl)-8-fluoro-2-(((R)-4-methylmorpholin-3-yl)methoxy)quinazolin-4-yl)-2,5-dimethylpiperazin-1-yl)prop-2-en-1-one